4-Chloro-3-fluoro-2-[2-methyl-4-(4,4,5,5-tetramethyl-1,3,2-dioxaborolan-2-yl)pyrazol-3-yl]-6-(tetrahydro-1H-pyrrol-1-yl)benzene-1-carbonitrile ClC1=C(C(=C(C(=C1)N1CCCC1)C#N)C=1N(N=CC1B1OC(C(O1)(C)C)(C)C)C)F